C\C(=C/CN)\CC\C=C(\CCC=C(C)C)/C (2E,6E)-3,7,11-trimethyldodeca-2,6,10-trien-1-amine